C(C1=CC=CC=C1)N1CCC(CC1)N1CC(C2=NC(=CC=C21)C#N)(C)C N-(1-benzylpiperidin-4-yl)-5-cyano-3,3-dimethyl-2,3-dihydro-1H-pyrrolo[3,2-b]pyridine